methacryloxypropyltris((tristrimethylsiloxysilyl)ethyldimethylsiloxy)silane C(C(=C)C)(=O)OCCC[Si](O[Si](CC[Si](O[Si](C)(C)C)(O[Si](C)(C)C)O[Si](C)(C)C)(C)C)(O[Si](CC[Si](O[Si](C)(C)C)(O[Si](C)(C)C)O[Si](C)(C)C)(C)C)O[Si](C)(C)CC[Si](O[Si](C)(C)C)(O[Si](C)(C)C)O[Si](C)(C)C